Tert-butyl 3-((6-(2-hydroxy-6-methyl-4-(trifluoromethyl)phenyl)pyridazin-3-yl)methoxy)piperidine-1-carboxylate OC1=C(C(=CC(=C1)C(F)(F)F)C)C1=CC=C(N=N1)COC1CN(CCC1)C(=O)OC(C)(C)C